1-(4-((2-((2R,5R)-2,5-dimethylpyrrolidin-1-yl)-4-(trifluoromethyl)benzyl)(methyl)amino)-4-methyl-piperidine-1-carbonyl)-1H-pyrazole-3-carboxylic acid C[C@H]1N([C@@H](CC1)C)C1=C(CN(C2(CCN(CC2)C(=O)N2N=C(C=C2)C(=O)O)C)C)C=CC(=C1)C(F)(F)F